FC1(C[C@H](CN(C1)C(=O)N1C=NC=C1)N1C(OCCC1)=O)F 3-[(3R)-5,5-difluoro-1-(1H-imidazole-1-carbonyl)piperidin-3-yl]-1,3-oxazinan-2-one